Cl.NC\C=C(\CN1N=NC2=C1C=C(C=C2C2=CC(=CC=C2)S(NC)(=O)=O)C(=O)OC)/F methyl (Z)-1-(4-amino-2-fluorobut-2-en-1-yl)-4-(3-(N-methylsulfamoyl)phenyl)-1H-benzo[d][1,2,3]triazol-6-carboxylate hydrochloride